FC1=C(C=CC=C1)C=1N=C2C(=CN(C=C2)CC2=NC3=C(N2)C=C(C=C3)C)N1 2-fluorophenyl-5-((6-methyl-1H-benzo[d]imidazol-2-yl)methyl)-5H-imidazo[4,5-c]pyridine